3-(3-(2-(4-(2,3-dichlorophenyl)piperazin-1-yl)ethyl)cyclobutyl)-1-ethyl-1-methylurea ClC1=C(C=CC=C1Cl)N1CCN(CC1)CCC1CC(C1)NC(N(C)CC)=O